FC1=C(C(=C(C=C1)I)C1CCC(CC1)OC1(CC1)C)C 1-fluoro-4-iodo-2-methyl-3-((1r,4r)-4-(1-methylcyclopropoxy)cyclohexyl)benzene